1-(5-{[(5-chlorothiophen-2-yl)methyl]amino}-3-{1-[2,2,2-trifluoro-1-(pyridin-2-yl)ethyl]piperidin-4-yl}-1H-pyrazol-1-yl)-3-hydroxy-2,2-dimethylpropan-1-one ClC1=CC=C(S1)CNC1=CC(=NN1C(C(CO)(C)C)=O)C1CCN(CC1)C(C(F)(F)F)C1=NC=CC=C1